3-[(2,6-dioxo-3-piperidyl)oxy]-5-methoxy-benzenesulfonyl chloride O=C1NC(CCC1OC=1C=C(C=C(C1)OC)S(=O)(=O)Cl)=O